C(C)(C)(C)OC(=O)NCCC(=O)NC=1N=C(N(C1)C)C(=O)NC=1C=C(N(C1)C)C(=O)O 4-(4-[3-[(Tert-butoxycarbonyl)amino]propanamido]-1-methylimidazole-2-amido)-1-methylpyrrole-2-carboxylic acid